[C@H]12CN(C[C@H](CC1)N2)C2=NC(=NC1=CC(=CC=C21)C2=CC1=C(OCCN1)C=C2)OC[C@H]2N(CCC2)C 6-(4-((1R,5S)-3,8-diazabicyclo[3.2.1]octan-3-yl)-2-(((S)-1-methylpyrrolidin-2-yl)methoxy)quinazolin-7-yl)-3,4-dihydro-2H-benzo[b][1,4]oxazine